4-Hydroxy-1-(4-iodophenyl)-1,5-dihydro-2H-pyrrol-2-one OC1=CC(N(C1)C1=CC=C(C=C1)I)=O